(benzo[d][1,3]dioxol-5-yl)-3-(3-chlorophenyl)-1-((5,6,7,8-tetrahydro-[1,2,4]triazolo[4,3-a]pyridin-3-yl)methyl)urea O1COC2=C1C=CC(=C2)N(C(=O)NC2=CC(=CC=C2)Cl)CC2=NN=C1N2CCCC1